n-heptatricontanol C(CCCCCCCCCCCCCCCCCCCCCCCCCCCCCCCCCCCC)O